C(N1N=C2C=CC=CC2=C1)([2H])([2H])[2H] 2-(methyl-d3)-2H-indazole